C(C)(C)(C)NC1=C(C2=CC=CC=C2C=C1C1=CC=C(C=C1)OC)C#N 2-tert-butylamino-3-(4-methoxyphenyl)-1-naphthalonitrile